lithium N,N'-dimethyl-sulfonyl-dianiline CN(C1=CC=CC=C1)S(=O)(=O)N(C1=CC=CC=C1)C.[Li]